C(C1=CC=CC=C1)OC(=O)NCCOC1=NC(=NC=C1C=1CN(CC1)C(=O)OC(C)(C)C)C1=CC(=C(C=C1)Cl)C(F)(F)F tert-butyl 3-[4-[2-(benzyloxycarbonylamino)ethoxy]-2-[4-chloro-3-(trifluoromethyl)phenyl]pyrimidin-5-yl]-2,5-dihydropyrrole-1-carboxylate